N-(2-ethyl-2-methyl-1-oxopropyl)-cysteine C(C)C(C(=O)N[C@@H](CS)C(=O)O)(C)C